niobium silanolate [SiH3][O-].[Nb+5].[SiH3][O-].[SiH3][O-].[SiH3][O-].[SiH3][O-]